N1-(4-((4-amino-2-butyl-1H-imidazo[4,5-d]thieno[3,2-b]pyridin-1-yl)methyl)benzyl)-N2,N2-dibutyl-N1-(2-(dibutylamino)ethyl)ethane-1,2-diamine NC1=C2C(=C3C(=N1)C=CS3)N(C(=N2)CCCC)CC2=CC=C(CN(CCN(CCCC)CCCC)CCN(CCCC)CCCC)C=C2